The molecule is an organophosphate oxoanion obtained by deprotonation of the phosphate OH groups of (S)-4-hydroxy-2,3-pentanedione-5-yl phosphate. Major structure at pH 7.3. It is a conjugate base of a (2S)-2-hydroxy-3,4-diketopentyl phosphate. CC(=O)C(=O)[C@H](COP(=O)([O-])[O-])O